6-fluoro-2-methyl-indazol-5-amine FC=1C(=CC2=CN(N=C2C1)C)N